C(C(=C)C)(=O)OCC.C=C ETHYLENE ETHYL METHACRYLATE